OC1CC(C1)NC1=NC(=CC(=C1)C=1C=C(C=CC1C)NC(=O)N1C[C@@H](CC1)CC(F)(F)F)N1CCOCC1 (S)-N-(3-(2-(((1S,3R)-3-hydroxycyclobutyl)amino)-6-morpholinopyridin-4-yl)-4-methylphenyl)-3-(2,2,2-trifluoroethyl)pyrrolidine-1-carboxamide